N-(4-cyclopropyl-2,3-difluorophenyl)-2-iodoacetamide C1(CC1)C1=C(C(=C(C=C1)NC(CI)=O)F)F